C(C)(C)(C)OC(N[C@@H]1C[C@@H](CC1)OC=1C(=NC(=CC1)I)Br)=O ((1S,3R)-3-((2-bromo-6-iodopyridin-3-yl)oxy)cyclopentyl)carbamic acid tert-butyl ester